P(=S)(OCC(CCCC)CC)(OCC(CCCC)CC)[O-] di(2-ethylhexyl) monothiophosphate